(3R,5'S)-1'-((S)-2-(methylamino)-3-(2,4,5-trifluorophenyl)propionyl)-2-oxospiro[indole-3,3'-pyrrolidine]-5'-carboxamide hydrochloride Cl.CN[C@H](C(=O)N1C[C@]2(C[C@H]1C(=O)N)C(NC1=CC=CC=C12)=O)CC1=C(C=C(C(=C1)F)F)F